(3-(6-(3-cyanophenyl)-3-((4-(trifluoromethyl)phenyl)mercapto)-1H-indol-4-amido)bicyclo[1.1.1]pentan-1-yl)acetic acid C(#N)C=1C=C(C=CC1)C=1C=C(C=2C(=CNC2C1)SC1=CC=C(C=C1)C(F)(F)F)C(=O)NC12CC(C1)(C2)CC(=O)O